tert-butyl (2-(4-bromo-6,7-dichloro-2-(hydroxymethyl)-1H-indol-1-yl)ethyl)carbamate BrC1=C2C=C(N(C2=C(C(=C1)Cl)Cl)CCNC(OC(C)(C)C)=O)CO